OC1=C2C(=CNC2=CC=C1)CC[NH+](C)C 2-(4-Hydroxy-1H-indol-3-yl)ethyl-dimethylazanium